O[C@H]1[C@@](COC1)(C)N1CCN(CC1)C=1C=C2C=C(N=CC2=CC1C=C)NC(=O)[C@H]1CC12CCOCC2 (S)-N-(6-(4-(4-(3S,4S)-hydroxy-3-methyltetrahydrofuran-3-yl)piperazin-1-yl)-7-vinylisoquinolin-3-yl)-6-oxaspiro[2.5]octane-1-carboxamide